ammonium 5-(6-{[cis-3-(4-ethylphenyl)cyclobutyl]oxy}pyridin-3-yl)-4-fluoroisoxazol-3-olate C(C)C1=CC=C(C=C1)[C@H]1C[C@H](C1)OC1=CC=C(C=N1)C1=C(C(=NO1)[O-])F.[NH4+]